C1CC(N(C1=O)CCOC(=O)C[C@](CC(=O)NCCC(C(=O)O)N2C(=O)CCC2(C(=O)O)O)(C(=O)O)O)(C(=O)O)O The molecule is a tetracarboxylic acid obtained by protonation of the four carboxylate groups of achromobactin. A siderophore biosynthesized by prokaryotes. It has a role as a siderophore. It is a tetracarboxylic acid and a N-acyl hemiaminal. It is a conjugate acid of an achromobactin.